C(=O)C1=C(O)C(=CC(=C1O)C=O)C=O 2,4,6-triformylresorcinol